CS(=O)C1=C(C=CC(=C1)C(C(F)(F)F)(C(F)(F)F)F)NC(C1=CC=CC=C1)=O N-(2-(methylsulfinyl)-4-(heptafluoroisopropyl)phenyl)benzamide